FC=1C=C2CCC(C2=C(C1B1OC(C(O1)(C)C)(C)C)F)O 5,7-Difluoro-6-(4,4,5,5-tetramethyl-1,3,2-dioxaborolan-2-yl)-2,3-dihydro-1H-inden-1-ol